ClC1=C(C(=CC=C1Cl)O)[C@H]1C[C@H](CN1)CC(=O)NC 2-((3S,5R)-5-(2,3-dichloro-6-hydroxyphenyl)pyrrolidin-3-yl)-N-methylacetamide